(tert-butyloxycarbonyl)-L-leucine 2,5-dioxopyrrolidin-1-yl ester O=C1N(C(CC1)=O)OC([C@@H](NC(=O)OC(C)(C)C)CC(C)C)=O